C1=CC=CC2=C1C1=C(PO2)C=CC=C1 6H-dibenzo[c,e][1,2]oxaphosphine